N-(5-bromo-2-chloropyrimidin-4-yl)-5-(dimethylphosphino)quinoxalin-6-amine BrC=1C(=NC(=NC1)Cl)NC=1C(=C2N=CC=NC2=CC1)P(C)C